FC1=C(C=C(C=C1)F)[C@@H]1N(CCC1)C1=NC=2N(C=C1)N=CC2NC(C(=O)NC)=O (R)-N1-(5-(2-(2,5-difluorophenyl)pyrrolidin-1-yl)pyrazolo[1,5-a]pyrimidin-3-yl)-N2-methyloxalamide